3-amino-6-(5-(3-amino-1,1,1-trifluoro-2-hydroxy-3-oxopropan-2-yl)-2-methylphenyl)-N-((S)-tetrahydro-2H-pyran-3-yl)pyrazine-2-carboxamide trifluoroacetate FC(C(=O)O)(F)F.NC=1C(=NC(=CN1)C1=C(C=CC(=C1)C(C(F)(F)F)(C(=O)N)O)C)C(=O)N[C@@H]1COCCC1